Cl.C[C@H]1NCCC1 (R)-2-methylpyrrolidine hydrochloride